IC=1N=CN(C1)CC(C)C 4-iodo-1-isobutyl-imidazole